aluminium strontium [Sr].[Al]